C(#C)C=1C(=CC=C2C=CC=C(C12)C1=C(C=2N=C(N=C(C2C=N1)OCC(F)(F)F)OC[C@]12CCCN2C[C@@H](C1)F)F)F 7-(8-ethynyl-7-fluoronaphthalen-1-yl)-8-fluoro-2-(((2R,7aS)-2-fluorotetrahydro-1H-pyrrolizin-7a(5H)-yl)methoxy)-4-(2,2,2-trifluoroethoxy)pyrido[4,3-d]pyrimidine